Cl(=O)(=O)(=O)[O-].C[N+](=C1C=CC(C=C1)=C(C=CC=CC=C(C1=CC=C(C=C1)N(C)C)C1=CC=C(C=C1)N(C)C)C1=CC=C(C=C1)N(C)C)C dimethyl-{4-[1,7,7-tris(4-dimethylaminophenyl)-2,4,6-heptatrienylidene]-2,5-cyclohexadien-1-ylidene}ammonium perchlorate